(Z)-8-(3-(1-((1-Methyl-1H-pyrazol-3-yl)amino)ethylidene)-2-oxo-2,3-dihydro-1H-pyrrolo[2,3-c]pyridin-5-yl)-2H-pyrido[4,3-b][1,4]oxazin-3(4H)-one CN1N=C(C=C1)N\C(\C)=C\1/C(NC2=CN=C(C=C21)C2=CN=CC1=C2OCC(N1)=O)=O